NCCCC1CCNCC1 4-(3-aminopropyl)piperidin